7-(5-(7-Ethyl-7H-imidazo[4,5-c]pyridazin-4-yl)-2-fluorophenyl)-8-methoxy-1-methyl-1,4-dihydrochromeno[4,3-c]pyrazole C(C)N1C=NC2=C1N=NC=C2C=2C=CC(=C(C2)C=2C(=CC1=C(C2)OCC2=C1N(N=C2)C)OC)F